(3-ethoxyphenyl)Potassium acetate C(C)(=O)O.C(C)OC=1C=C(C=CC1)[K]